C(#N)[C@@H](C[C@@H]1C(NCCC1)=O)NC(=O)[C@H]1N(C[C@@H]2[C@H]1CC(C2)(F)F)C(=O)C2(C1=CC=CC=C1C=1C=CC=CC21)O (1S,3aS,6aR)-N-((R)-1-cyano-2-((R)-2-oxopiperidin-3-yl)ethyl)-5,5-difluoro-2-(9-hydroxy-9H-fluorene-9-carbonyl)octahydrocyclopenta[c]pyrrole-1-carboxamide